C(CCC)C([SiH](C)Cl)(CCCC)CCCC tributylchlorodimethylsilane